(1-methyl-1H-pyrazol-4-yl)-[1,2,4]triazolo[1,5-a]pyrazin-2-amine CN1N=CC(=C1)C1=CN=CC=2N1N=C(N2)N